3-(3-carbonyl-phenylpropenyl)chalcone C(=O)=C1CC(=CC=C1)CC=CC=1C=C(C=CC1)\C=C\C(=O)C1=CC=CC=C1